BrC1=CC=C2C(=N1)SC(=N2)NC2=NC=CC(=C2)C(=O)N2CCCC2 (2-((5-bromothiazolo[5,4-b]pyridin-2-yl)amino)pyridin-4-yl)(pyrrolidin-1-yl)methanone